C(CN1C(=NC2=C1C=CC(=C2OC)C(=O)N)C2=C(C=C(C=C2F)Cl)C#N)N2C(=NC1=C2C=CC(=C1OC)C(=O)N)C1=C(C=C(C=C1F)Cl)C#N 1,1'-(Ethane-1,2-diyl)bis(2-(4-chloro-2-cyano-6-fluorophenyl)-4-methoxy-1H-benzo[d]imidazole-5-carboxamide)